sodium bicyclo[2.2.1]heptanedicarboxylic acid C12(C(CC(CC1)C2)C(=O)O)C(=O)O.[Na]